C(#N)C=1C=C(C=CC1)N1N=C(N=C1)C(=O)NC[C@@H]1CN(CC1)C(=O)OC(C)(C)C tert-butyl (R)-3-((1-(3-cyanophenyl)-1H-1,2,4-triazole-3-carboxamido)methyl)-pyrrolidine-1-carboxylate